platinum (II) {bis[(cyanophenyl)pyridinyl]propane} C(#N)C1=C(C=CC=C1)C=1C(=NC=CC1)C(C)(C)C1=NC=CC=C1C1=C(C=CC=C1)C#N.[Pt+2]